3-(4-((5-fluoro-2-methoxybenzamido)methyl)phenyl)-1-(1,1,1-trifluoropropane-2-yl)-1H-pyrazole-4-carboxamide FC=1C=CC(=C(C(=O)NCC2=CC=C(C=C2)C2=NN(C=C2C(=O)N)C(C(F)(F)F)C)C1)OC